BrC=1C=NC=CC1OC1=CC=C(C=C1)F 3-Bromo-4-(4-fluorophenoxy)pyridine